N-[(E)-(2-Bromo-6-fluoro-phenyl)methyleneamino]methanamine Sodium hydroxide [OH-].[Na+].BrC1=C(C(=CC=C1)F)\C=N\NC